1-(5-(4-((1-(4-(4,5-dimethyl-6-oxo-1-propyl-1,6-dihydropyridin-3-yl)-2,6-difluorophenethyl)piperidin-4-yl)oxy)piperidine-1-carbonyl)-2-methoxyphenyl)dihydropyrimidine-2,4(1H,3H)-dione CC=1C(=CN(C(C1C)=O)CCC)C1=CC(=C(CCN2CCC(CC2)OC2CCN(CC2)C(=O)C=2C=CC(=C(C2)N2C(NC(CC2)=O)=O)OC)C(=C1)F)F